C(C)OC1=C(C=C(C=N1)C1=CC(=C2C(=N1)N=C(N2)NC(=O)C2=CC=C(C=N2)CCCC(=O)O)N(C)CC2(CCCC2)COCC)C(F)(F)F 4-[6-({5-[6-Ethoxy-5-(trifluoromethyl)pyridin-3-yl]-7-({[1-(ethoxymethyl)cyclopentyl]methyl}(methyl)amino)-1H-imidazo[4,5-b]pyridin-2-yl}carbamoyl)pyridin-3-yl]butanoic acid